tert-Butyl 2-(3-methoxy-2-methyl-phenyl)pyrazolidine-1-carboxylate COC=1C(=C(C=CC1)N1N(CCC1)C(=O)OC(C)(C)C)C